2-fluoro-1-(methoxymethyl)-4-nitrobenzene FC1=C(C=CC(=C1)[N+](=O)[O-])COC